C1(=CC=C(C=C1)OP(O)(=O)CC(=NO)N)C (2-amino-2-(hydroxyimino)ethyl)phosphonic acid hydrogen p-tolyl ester